C(C1=CC=CC=C1)OC1=CC=C(OCCOCCNC2OCCCC2)C=C1 N-(2-(2-(4-(benzyloxy)phenoxy)ethoxy)ethyl)tetrahydro-2H-pyran-2-amine